CC1=C(C=CC=C1)[C@H]1CC[C@H](CC1)OC[C@@H]1NCCC[C@@H]1NS(=O)(=O)C N-((2R,3S)-2-(((cis-4-(2-methylphenyl)cyclohexyl)oxy)-methyl)piperidin-3-yl)methanesulfonamide